S-acetyl-cysteine C(C)(=O)SC[C@H](N)C(=O)O